(R)-4-(3H-[1,2,3]triazolo[4,5-b]pyridin-3-yl)-2-fluoro-N-(3-(1-methyl-1H-pyrazol-4-yl)pyridin-2-yl)-N-(piperidin-3-yl)benzamide N1=NN(C2=NC=CC=C21)C2=CC(=C(C(=O)N([C@H]1CNCCC1)C1=NC=CC=C1C=1C=NN(C1)C)C=C2)F